Cl.N[C@H](C(=O)O)CCN(CCCCC1=NC=2NCCCC2C=C1)C1CC1 (S)-2-amino-4-(cyclopropyl(4-(5,6,7,8-tetrahydro-1,8-naphthyridin-2-yl)butyl)amino)butanoic acid hydrochloride